6-Bromo-N-(3-methoxy-5-(tetrahydrofuran-3-yl)phenyl)quinolin-4-amine BrC=1C=C2C(=CC=NC2=CC1)NC1=CC(=CC(=C1)C1COCC1)OC